CN1C(N(C2=C1C=NC(=C2)NC2=NC(=CC=C2)C=2C=C1C(=NNC1=CC2)C)[C@H]2C[C@@H](CC2)NC(OC)=O)=O methyl ((1R,3R)-3-(3-methyl-6-((6-(3-methyl-1H-indazol-5-yl)pyridin-2-yl)amino)-2-oxo-2,3-dihydro-1H-imidazo[4,5-c]pyridin-1-yl)cyclopentyl)carbamate